C1=CC=CC=2CC=CC3=C(C21)C=CC=C3 dibenzocyclohepta-6-ene